FC1=CC=C2C(=CNC2=C1)C1CN(CC1C)CCCC1=NN=CN1C(C)C 6-fluoro-3-(4-methyl-1-(3-(4-(propan-2-yl)-4H-1,2,4-triazol-3-yl)propyl)pyrrolidin-3-yl)-1H-indole